3-(4-amino-2-chloropyrazolo[1,5-a]pyrazin-6-yl)benzonitrile NC=1C=2N(C=C(N1)C=1C=C(C#N)C=CC1)N=C(C2)Cl